3-(4-hydroxy-3,5-diisopropylphenyl)propionic acid OC1=C(C=C(C=C1C(C)C)CCC(=O)O)C(C)C